CC=1C(=NN(C1)C(=O)N1CC2C(C1)CC(C2)OCC2=C(C(=CC=C2)C(F)(F)F)C)C(=O)O 4-methyl-1-(trans-5-((2-methyl-3-(trifluoromethyl)benzyl)oxy)octa-hydrocyclopenta[c]pyrrole-2-carbonyl)-1H-pyrazole-3-carboxylic acid